C(C1=CC=CC=C1)(=O)C1=CC=C(C=C1)NC(\C=C/C(=O)O)=O N-[(4-benzoylphenyl)]-maleic acid monoamide